OC=1C=C(C=NC1)C=1C=C(C=C(C1)OC(C)C)CN1CCNCC1 [3-(5-Hydroxypyridin-3-yl)-5-propan-2-yloxyphenyl-methyl]piperazin